C(CCCCCCC\C=C/C)O (Z)-9-undecenol